4,4'-((3,6,10,13,16,19-hexaazabicyclo[6.6.6]icosane-1,8-diylbis(azanediyl))bis(methylene))dibenzoic acid C12(CNCCNCC(CNCCNC1)(CNCCNC2)NCC2=CC=C(C(=O)O)C=C2)NCC2=CC=C(C(=O)O)C=C2